S1S[C@@H](CC1)CCCCC(=O)OCC ethyl 5-((R)-1,2-dithiolan-3-yl)pentanoate